C(#N)[C@H](C[C@H]1C(NCCC1)=O)NC([C@H](CC1CCCCC1)N1C(=CC2=C(C=CC=C12)OC)C(=O)N)=O ((S)-1-(((S)-1-cyano-2-((S)-2-oxopiperidin-3-yl)ethyl)amino)-3-cyclohexyl-1-oxopropan-2-yl)-4-methoxy-1H-indole-2-carboxamide